P(=O)(O)(O)O.N1C(N=CC=C1)=O pyrimidinone phosphate